3,3'-bis(α-hydroxyisopropyl)biphenyl OC(C)(C)C=1C=C(C=CC1)C1=CC(=CC=C1)C(C)(C)O